(R)-9-methoxy-8-nitro-1,2,4a,5-tetrahydrobenzo[b]pyrazino[1,2-d][1,4]oxazine-3(4H)-carboxylic acid tert-butyl ester C(C)(C)(C)OC(=O)N1C[C@H]2N(C3=C(OC2)C=C(C(=C3)OC)[N+](=O)[O-])CC1